11-{2-[3,4-bis(4-methoxyphenyl)isoxazol-5-yl]acetamido}undecanoate COC1=CC=C(C=C1)C1=NOC(=C1C1=CC=C(C=C1)OC)CC(=O)NCCCCCCCCCCC(=O)[O-]